ClC1=CC=C2C(=CNC2=C1S(=O)C)S(=O)(=O)NC1=NC(=C(C(=N1)OC)CC(F)F)OC 6-chloro-N-[5-(2,2-difluoroethyl)-4,6-dimethoxy-pyrimidin-2-yl]-7-methylsulfinyl-1H-indole-3-sulfonic acid amide